O1C(=NCC1)C1=CC=C(OC2=CC=C(C=C2)C(C2=CC=C(C=C2)OC2=CC=C(C=C2)C=2OCCN2)C2=CC=C(C=C2)OC2=CC=C(C=C2)C=2OCCN2)C=C1 tris(4-(4-(4,5-dihydrooxazol-2-yl)phenoxy)phenyl)methane